tert-Butyl 4-[(1S)-1-[4-[(1S)-1-aminoethyl]phenyl]-2-cyclopropyl-ethyl]piperazine-1-carboxylate N[C@@H](C)C1=CC=C(C=C1)[C@H](CC1CC1)N1CCN(CC1)C(=O)OC(C)(C)C